(S)-5-(2-fluorophenyl)-2-(4-fluorophenyl)-2,5,6,7-tetrahydro-3H-pyrrolo[2,1-c][1,2,4]triazol-3-one FC1=C(C=CC=C1)[C@@H]1CCC2=NN(C(N21)=O)C2=CC=C(C=C2)F